(S)-6-((benzo[d]thiazol-7-yl(1-(1-(tert-butyl)piperidin-4-yl)-1H-1,2,3-triazol-4-yl)methyl)amino)-4-(neopentylamino)quinoline-3,8-dicarbonitrile S1C=NC2=C1C(=CC=C2)[C@@H](C=2N=NN(C2)C2CCN(CC2)C(C)(C)C)NC=2C=C1C(=C(C=NC1=C(C2)C#N)C#N)NCC(C)(C)C